pregna-4,16-diene CCC1=CC[C@H]2[C@@H]3CCC4=CCCC[C@]4(C)[C@H]3CC[C@]12C